O1C(=CC=C1)C=1C(NC(N([C@H]2[C@H](O)[C@H](O)[C@@H](CO)O2)C1)=O)=O 5-(2-furanyl)uridine